FC(C=1C=C(C=C(C1)C(F)(F)F)C1=NN(C=N1)/C=C(/C(=O)OC(C)C)\C=1C=NN(C1)C)(F)F isopropyl (E)-3-(3-(3,5-bis(trifluoromethyl)phenyl)-1H-1,2,4-triazol-1-yl)-2-(1-methyl-1H-pyrazol-4-yl)acrylate